C(C)OC(=O)C=1N=C(OC1C1=C(C=CC=C1)[N+](=O)[O-])C1=C(C=CC=C1)C(F)(F)F 5-(2-nitrophenyl)-2-(2-(trifluoromethyl)phenyl)Oxazole-4-carboxylic acid ethyl ester